CN1C2COC(C1)(C2)COC=2C=C(C(=O)O)C=C(C2)C=2SC(=CN2)C 3-[(5-methyl-2-oxa-5-azabicyclo[2.2.1]hept-1-yl)methoxy]-5-(5-methyl-1,3-thiazol-2-yl)benzoic acid